2-chloro-7-methyl-9-(4-(4-(trifluoromethyl)-1H-imidazol-2-yl)benzyl)-7,9-dihydro-8H-purin-8-imine ClC1=NC=C2N(C(N(C2=N1)CC1=CC=C(C=C1)C=1NC=C(N1)C(F)(F)F)=N)C